[Cl-].C(=O)(O)C1=C(C=CC(=C1)NC(=S)NC1=CC=C(C=C1)C=C)C=1C2=CC=C(C=C2[O+]=C2C=C(C=CC12)N(CC)CC)N(CC)CC 9-[2-carboxy-4-[[[(4-ethenylphenyl)amino]thioxomethyl]amino]phenyl]-3,6-bis(diethylamino)xanthylium chloride